FC(C1=NN2C(N=C(C=C2NC[C@@](CO)(C2=CC=C(C=C2)F)[C@H]2CN(CC2)C(=O)N)C(F)(F)F)=C1)(F)F (S)-3-((S)-1-((2,5-bis(trifluoromethyl)pyrazolo[1,5-a]pyrimidin-7-yl)amino)-2-(4-fluorophenyl)-3-hydroxypropan-2-yl)pyrrolidine-1-carboxamide